6-methyl-2,2'-bipyridine CC1=CC=CC(=N1)C1=NC=CC=C1